methyl 3-[2-(1-{[3,5-bis(difluoromethyl)-1H-pyrazol-1-yl]acetyl}piperidin-4-yl)-1,3-thiazole-4-yl]-4,5-dihydro-1,2-oxazole-5-carboxylate FC(C1=NN(C(=C1)C(F)F)CC(=O)N1CCC(CC1)C=1SC=C(N1)C1=NOC(C1)C(=O)OC)F